4-(benzyloxy)-6-({2-[2-({3-[(tert-butyldiphenylsilyl)oxy]-4,5-dimethoxyphenyl}methoxy)ethoxy]ethyl}(methyl)amino)hexan-1-ol C(C1=CC=CC=C1)OC(CCCO)CCN(C)CCOCCOCC1=CC(=C(C(=C1)OC)OC)O[Si](C1=CC=CC=C1)(C1=CC=CC=C1)C(C)(C)C